(3S,4S)-N-(isoquinolin-5-yl)-4-(1,3-thiazol-2-yl)pyrrolidine-3-carboxamide dihydrochloride Cl.Cl.C1=NC=CC2=C(C=CC=C12)NC(=O)[C@@H]1CNC[C@H]1C=1SC=CN1